(m-methyl-thiophenol) phosphite P(O)(O)O.CC=1C=C(C=CC1)S